1-((1r,3r)-3-(((tert-butyldiphenylsilyl)oxy)methyl)cyclobutyl)-4-(2,3-dichloro-6-((2-(trimethylsilyl)ethoxy)methoxy)phenyl)pyrrolidine-2-thione [Si](C1=CC=CC=C1)(C1=CC=CC=C1)(C(C)(C)C)OCC1CC(C1)N1C(CC(C1)C1=C(C(=CC=C1OCOCC[Si](C)(C)C)Cl)Cl)=S